C1(CC1)C(=O)N1CCC2=CC(=CC=C12)C=1N=C(SC1C)NC(CC1=CC(=CC=C1)OCCCCCCNC1=C2C(N(C(C2=CC=C1)=O)C1C(NC(CC1)=O)=O)=O)=O N-(4-(1-(cyclopropanecarbonyl)indolin-5-yl)-5-methylthiazol-2-yl)-2-(3-((6-((2-(2,6-dioxopiperidin-3-yl)-1,3-dioxoisoindolin-4-yl)amino)hexyl)oxy)phenyl)acetamide